OC=1C=C(C(=O)OCCCCCCCCCCCCCCCCC)C=CC1O heptadecyl 3,4-dihydroxybenzoate